(1-(trifluoromethyl)cyclopropyl)-1H-pyrazole-5-carboxamide FC(C1(CC1)N1N=CC=C1C(=O)N)(F)F